3-carbamoyl-4-hydroxybenzenesulfonyl chloride C(N)(=O)C=1C=C(C=CC1O)S(=O)(=O)Cl